(S)-N-(6-(5-(difluoromethyl)-1,2,4-oxadiazol-3-yl)-2,3-dihydrobenzofuran-3-yl)-1,3-dimethyl-1H-pyrazole-4-carboxamide FC(C1=NC(=NO1)C1=CC2=C([C@@H](CO2)NC(=O)C=2C(=NN(C2)C)C)C=C1)F